N-[1,1-dimethyl-2-[2-(3-methyl-2-oxo-1,3-benzoxazol-6-yl)-2-oxo-ethoxy]ethyl]carbamic acid tert-butyl ester C(C)(C)(C)OC(NC(COCC(=O)C1=CC2=C(N(C(O2)=O)C)C=C1)(C)C)=O